N3-{4-(4-acryloylpiperazin-1-yl)-8-[(5-methyl-1H-indazol-4-yl)oxy]quinazolin-2-yl}-N,N3-dimethyl-β-alaninamide C(C=C)(=O)N1CCN(CC1)C1=NC(=NC2=C(C=CC=C12)OC1=C2C=NNC2=CC=C1C)N(CCC(=O)NC)C